[2H]C1(N=C2C(=N1)C=CC(=C2)C(=O)OC)[2H] methyl 2,2-dideutero-1,3-benzodiazole-5-carboxylate